(S)-N-(5-(difluoromethyl)-2-(methylsulfonyl)phenyl)-3-(3-fluoro-4-methylphenyl)-3-(1,2,4-thiadiazol-5-yl)pyrrolidine-1-carboxamide FC(C=1C=CC(=C(C1)NC(=O)N1C[C@@](CC1)(C1=NC=NS1)C1=CC(=C(C=C1)C)F)S(=O)(=O)C)F